n-Decyloleat C(CCCCCCCCC)OC(CCCCCCC\C=C/CCCCCCCC)=O